C1(=CC=CC=C1)N(C=1C=CC2=C(C=C(O2)C=2C=CC=3C=4C5=C(C=CC4N(C3C2)C2=CC=CC=C2)C=2C=3C=CC(=CC3N(C2C=C5)C5=CC=CC=C5)C=5OC2=C(C5)C=C(C=C2)N(C2=CC=CC=C2)C2=CC=CC=C2)C1)C1=CC=CC=C1 7,14-dihydro-2,9-bis(5-diphenylamino-2-benzofuranyl)-7,14-diphenyl-carbazolo[4,3-c]carbazole